COC1=CC=C(C=C1)CC(=O)NCC(=O)NCC(=O)O N-((2-(4-methoxyphenyl)acetyl)glycyl)glycine